NC1CC(N(C1)C1=CC=C(C=C1)S(=O)(=O)N1CCN(CC1)C1=NC(=CC(=C1)C(C1=CC=C(C(=O)NCCCO)C=C1)(F)F)Cl)=O 4-[[2-[4-[4-(4-amino-2-oxo-pyrrolidin-1-yl)phenyl]sulfonylpiperazin-1-yl]-6-chloro-4-pyridyl]-difluoro-methyl]-N-(3-hydroxypropyl)benzamide